NC1=NC2=CC(=CC(=C2C=N1)F)C=1C=C(C(=C(C1)OS(=O)(=O)O)C(C)C)O [5-(2-amino-5-fluoroquinazolin-7-yl)-3-hydroxy-2-isopropylphenyl]oxidanesulfonic acid